C(=C\C1=CC=C(C=C1)NS(=O)(=O)C1=CC=CC=C1)/C1=CC=C(C=C1)NS(=O)(=O)C1=CC=CC=C1 (E)-N,N'-(ethene-1,2-diylbis(4,1-phenylene))dibenzenesulfonamide